2,5-dichloro-N-(4-(1-methyl-4-(trifluoromethyl)-1H-imidazol-2-yl)benzyl)pyrimidin-4-amine ClC1=NC=C(C(=N1)NCC1=CC=C(C=C1)C=1N(C=C(N1)C(F)(F)F)C)Cl